NCCOCCOCCOCCOC=1C=C(NC2=C(C=3N(C=N2)C=CN3)C(N)=O)C=C(C1)OC 7-[3-[2-[2-[2-(2-aminoethoxy)ethoxy]ethoxy]ethoxy]-5-methoxy-anilino]-8-carbamoyl-imidazo[1,2-c]pyrimidin